FC(C(=O)O)(F)F.FC=1C=2N(C=C(C1)NC(=O)C1=CC=C(C3=CN(N=C13)CC=1C=NNC1)N1CCNCC1)C=C(N2)C N-{8-fluoro-2-methylimidazo[1,2-a]pyridin-6-yl}-4-(piperazin-1-yl)-2-(1H-pyrazol-4-ylmethyl)indazole-7-carboxamide trifluoroacetic acid salt